3-((7-chloro-3,4-dihydroisoquinolin-2(1H)-yl)carbonyl)-1,5,7-trimethyl-1,5-dihydro-4H-pyrrolo[3,2-c]pyridin-4-one ClC1=CC=C2CCN(CC2=C1)C(=O)C1=CN(C2=C1C(N(C=C2C)C)=O)C